6-(3-amino-5-fluoro-6-(3-(((2-methoxyethyl)(methyl)amino)methyl)-4-morpholinophenyl)pyrazin-2-yl)-3,4-dihydroisoquinolin-1(2H)-one NC=1C(=NC(=C(N1)F)C1=CC(=C(C=C1)N1CCOCC1)CN(C)CCOC)C=1C=C2CCNC(C2=CC1)=O